C(C)N(C1=CC(=C(C=C1)C(C(=O)[O-])(O)C1CCCCC1)C#CCC)CC 4-diethylamino-2-butynylphenylcyclohexylglycolate